FC1=CC=C(C=C1)C1=C(NC2=C1C(N(C=C2)C)=O)C2=CC(=NC=C2)NC(CC2=CC=C(C(=O)NCCOC)C=C2)=O 4-[2-({4-[3-(4-fluorophenyl)-5-methyl-4-oxo-4,5-dihydro-1H-pyrrolo[3,2-c]pyridin-2-yl]pyridin-2-yl}amino)-2-oxoethyl]-N-(2-methoxyethyl)benzamide